6-[3-CHLORO-4-(TRIFLUOROMETHYL)PHENYL]-N-[(2,4-DIMETHOXYPHENYL)METHYL]-4-METHYLPHTHALAZIN-1-AMINE ClC=1C=C(C=CC1C(F)(F)F)C=1C=C2C(=NN=C(C2=CC1)NCC1=C(C=C(C=C1)OC)OC)C